2-methyl-1,13-tetradecadiene CC(=C)CCCCCCCCCCC=C